{5-[(2-Chloroacetyl)amino]-2-(3,5-dichloro-2-hydroxyphenyl)benzo[d]imidazol-1-yl}acetic acid 2-methylpropan-2-yl ester CC(C)(C)OC(CN1C(=NC2=C1C=CC(=C2)NC(CCl)=O)C2=C(C(=CC(=C2)Cl)Cl)O)=O